COC=1C=C2C(N(C(=NC2=CC1OC)C1C(N(CCC1)C)CCNC(OCC1=CC=CC=C1)=O)CC(C)(C)C)=O benzyl (2-(3-(6,7-dimethoxy-3-neopentyl-4-oxo-3,4-dihydroquinazolin-2-yl)-1-methylpiperidin-2-yl)ethyl)carbamate